C1(CC1)C1=C(C=C(C(=O)OC)C=C1)S(NC1=C(C=CC(=C1)S(=O)(=O)C)C=1SC=CC1)(=O)=O methyl 4-cyclopropyl-3-(N-(5-(methylsulfonyl)-2-(thiophen-2-yl)phenyl)sulfamoyl)benzoate